2-(1-Bromovinyl)-1-methyl-1H-imidazole BrC(=C)C=1N(C=CN1)C